C(C)NCCNCC 1,2-bis(ethylamino)ethane